C(C)(C)(C)OC(CN1C(CN(CC1)C(=O)OC(C)(C)C)CCl)=O tert-butyl 4-(2-(tert-butoxy)-2-oxoethyl)-3-(chloromethyl)piperazine-1-carboxylate